4-(4-fluorophenyl)-2-((2-(2-(3-hydroxyazetidin-1-yl)-2-oxoethyl)-1-oxo-6-(piperazin-1-yl)-1,2-dihydroisoquinolin-4-yl)(methyl)amino)thiazole-5-carbonitrile FC1=CC=C(C=C1)C=1N=C(SC1C#N)N(C)C1=CN(C(C2=CC=C(C=C12)N1CCNCC1)=O)CC(=O)N1CC(C1)O